BrC=1C(=CC(=NC1)OC1=CC=CC=C1)F 5-bromo-4-fluoro-2-phenoxypyridine